C(C=C)N1N(C2=NC(=NC=C2C1=O)NC1=CC=C(C=C1)N1CCN(CC1)C)C1=CC=CC(=N1)S(=O)(=O)N 6-(2-allyl-6-((4-(4-methylpiperazin-1-yl)phenyl)amino)-3-oxo-2,3-dihydro-1H-pyrazolo[3,4-d]pyrimidin-1-yl)pyridine-2-sulfonamide